BrC1=CC=2[C@](C3=CC=CC=C3C2C=C1)(C(=O)N1[C@@H]2CC([C@H]([C@H]1C(=O)N[C@H](C[C@@H]1C(NCCC1)=O)C#N)CC2)(F)F)O (1S,3S,4S)-2-((R)-2-bromo-9-hydroxy-9H-fluorene-9-carbonyl)-N-((R)-1-cyano-2-((R)-2-oxopiperidin-3-yl)ethyl)-5,5-difluoro-2-azabicyclo[2.2.2]octane-3-carboxamide